2-chloro-N-(5-(furan-2-yl)-1,3,4-oxadiazol-2-yl)-methoxybenzamide ClC1=C(C(=O)NC=2OC(=NN2)C=2OC=CC2)C=CC=C1OC